dimethyl-hydroxyethyl-oxygen CC(C[O])(O)C